C(C)(C)(C)OC(=O)N1CCC/2(CC1)CC=1C(=NC=CC1)\C2=N/[S@](=O)C(C)(C)C (R,Z)-7-((tert-butylsulfinyl)imino)-5,7-dihydrospiro[cyclopenta[b]pyridine-6,4'-piperidine]-1'-carboxylic acid tert-butyl ester